C(C)OC(C)OC(C)C1=NN(C(N1C)=O)C1=CC(=C(C(=O)O)C=C1F)O[C@@H](C)CCC 4-{3-[1-(1-ethoxyethoxy)ethyl]-4-methyl-5-oxo-4,5-dihydro-1H-1,2,4-triazol-1-yl}-5-fluoro-2-[(2S)-pent-2-yloxy]benzoic acid